[(3R,4S)-2-(3-benzoyl-5-iodo-2,4-dioxo-pyrimidin-1-yl)-4-hydroxy-tetrahydrofuran-3-yl] benzoate C(C1=CC=CC=C1)(=O)O[C@H]1C(OC[C@@H]1O)N1C(N(C(C(=C1)I)=O)C(C1=CC=CC=C1)=O)=O